(R)-5-(bicyclo[1.1.1]pentan-1-yl)-7-bromo-8-methoxy-3-(4,4,4-trifluorobutyl)-2,3,4,5-tetrahydrobenzo[f][1,2,5]thiadiazepine 1,1-dioxide C12(CC(C1)C2)N2C[C@H](NS(C1=C2C=C(C(=C1)OC)Br)(=O)=O)CCCC(F)(F)F